C(C)(C)(C)OC(=O)N1[C@H](C(N(C[C@@H]1C)CC1=CC=CC=C1)=O)COC (2s,6s)-4-benzyl-2-(methoxymethyl)-6-methyl-3-oxopiperazine-1-carboxylic acid tert-butyl ester